C(C)(C)(C)OC(=O)N1CCC(CC1)N1C=C(C2=CC=CC=C12)B(O)O [1-(1-tert-butoxycarbonyl-4-piperidyl)indol-3-yl]boronic acid